(S)-N-((5-chloro-6-((3-methylisoxazol-5-yl)methoxy)-1H-indol-2-yl)methyl)-4,4-difluoro-1-methylpyrrolidine-2-carboxamide ClC=1C=C2C=C(NC2=CC1OCC1=CC(=NO1)C)CNC(=O)[C@H]1N(CC(C1)(F)F)C